BrC=1C=C(C=C2CC(N(C12)C(C)C)C(=O)N1CCOCC1)C(=O)OC methyl 7-bromo-1-isopropyl-2-(morpholine-4-carbonyl)indoline-5-carboxylate